N[C@@H](C(C)C)C(=O)N[C@H](C(C)C)C(=O)N(C1C2CCC(C1C1=CC=CC=C1)C2)CC N-(Valyl-D-valyl)-(-)-N-ethyl-3-phenylbicyclo[2.2.1]heptan-2-amine